C(#N)C1=C(C=C(C=[NH+]1)N1C(N(C2(CCC2)C1=O)C1=CC(=C(C(=O)NC)C=C1)F)=S)C(F)(F)F 4-[7-(6-cyano-5-trifluoromethylpyridinium-3-yl)-8-oxo-6-thioxo-5,7-diazaspiro[3.4]oct-5-yl]-2-fluoro-N-methylbenzamide